3-(2-chloro-4-(2-fluorophenoxy)benzoyl)-4-(((3R,6S)-6-(((dimethyl(oxo)-λ6-sulfanylidene)amino)methyl)tetrahydro-2H-pyran-3-yl)amino)-1H-pyrrolo[2,3-b]pyridine-5-carbonitrile ClC1=C(C(=O)C2=CNC3=NC=C(C(=C32)N[C@H]3CO[C@@H](CC3)CN=S(=O)(C)C)C#N)C=CC(=C1)OC1=C(C=CC=C1)F